[Si](C)(C)(C(C)(C)C)OCCOC=1C=C(C#N)C=CC1C=O 3-(2-((tert-Butyldimethylsilyl)oxy)ethoxy)-4-formylbenzonitrile